tert-butyl 1-((3-(pyridin-4-ylmethyl)ureido)meth-yl)-6-azaspiro[2.5]octane-6-carboxylate N1=CC=C(C=C1)CNC(NCC1CC12CCN(CC2)C(=O)OC(C)(C)C)=O